3H-benzo[de]isochromene C1OCC2=C3C(C=CC=C13)=CC=C2